3-(bromomethyl)-6-chloro-1H-indole-1-carboxylic acid tert-butyl ester C(C)(C)(C)OC(=O)N1C=C(C2=CC=C(C=C12)Cl)CBr